2-(4-(tert-butyl)-1H-1,2,3-triazole-1-yl)-N-(4-(6-methoxy-7-(3-(4-methylpiperazin-1-yl)propoxy)quinazolin-4-yl)phenyl)acetamide C(C)(C)(C)C=1N=NN(C1)CC(=O)NC1=CC=C(C=C1)C1=NC=NC2=CC(=C(C=C12)OC)OCCCN1CCN(CC1)C